(R)-1-(2-amino-3-phenylpropyl)urea hydrochloride Cl.N[C@@H](CNC(=O)N)CC1=CC=CC=C1